ClC(C(C(=O)OCC)=O)C(C)=O ethyl 3-chloro-2,4-dioxovalerate